ClC=1C=CC2=C([C@@H](N(C[C@H](O2)CC)CC2=CC=C(C=C2)OC)C)N1 |o1:6| (2R,5S*)-7-chloro-2-ethyl-4-(4-methoxybenzyl)-5-methyl-2,3,4,5-tetrahydropyrido[2,3-f][1,4]Oxazepine